3-Amino-1-[6-(trimethoxysilyl)hexyl]-1,2,4-triazole NC1=NN(C=N1)CCCCCC[Si](OC)(OC)OC